(2S,αS)-2-methylbutyl-α-phenylethylamine C[C@H](CN[C@@H](C)C1=CC=CC=C1)CC